triazole-15N3 [15NH]1[15N]=[15N]C=C1